FC1=CC=C(C=C1)C=1C=C2C(=NC=NC2=C(C1)S(=O)(=O)N(C)C)NC(C)C1=NOC(=N1)C 6-(4-fluorophenyl)-N,N-dimethyl-4-((1-(5-methyl-1,2,4-oxadiazol-3-yl)ethyl)amino)quinazoline-8-sulfonamide